C(C1=CC=CC=C1)SC=1C=NC(=NC1)CN1C(=NC=2C(=NC=3N=C(C=CC3C21)OC)C)C 1-((5-Benzylthiopyrimidin-2-yl)methyl)-7-methoxy-2,4-dimethyl-imidazo[4,5-C][1,8]naphthyridine